ClCC=1C=CC=2N(N1)C=C(N2)[C@@H](NC(=O)C2=CC=NN2CC)C2CCC(CC2)(F)F (S)-N-((6-(chloromethyl)imidazo[1,2-b]pyridazin-2-yl)(4,4-difluorocyclohexyl)methyl)-1-ethyl-1H-pyrazole-5-carboxamide